3-phenyl-1,2,4-oxadiazole-5-carboxylic acid C1(=CC=CC=C1)C1=NOC(=N1)C(=O)O